[S-]C1=CC=CC=C1 thiophenoxide